C(OC1(CCNCC1)C1=CC=C(C=C1)C(=O)N1CCC(CC1)C1=CC=C(C=C1)C(F)(F)F)([2H])([2H])[2H] (4-(4-(methoxy-d3)piperidin-4-yl)phenyl)(4-(4-(trifluoromethyl)phenyl)piperidin-1-yl)methanone